ethyl 4-(dimethylamino)-4-methyl-pent-2-ynoate CN(C(C#CC(=O)OCC)(C)C)C